FC=1C=C(C=C2C=CN(C(C12)=O)CCC[C@H](C)NC=1C=NNC(C1C(F)(F)F)=O)C1=CC=C(C=N1)C1(CC1)C#N 1-[6-[8-fluoro-1-oxo-2-[(4S)-4-[[6-oxo-5-(trifluoromethyl)-1H-pyridazin-4-yl]amino]pentyl]-6-isoquinolyl]-3-pyridyl]cyclopropanecarbonitrile